SC1=C(N=CN1)S dimercaptoimidazole